CC(CCS)C 3-methyl-1-butanethiol